COC=1C(=CC=2N(C1)N=CC2)SC(CO)(C)C 2-((6-methoxypyrazolo[1,5-a]pyridin-5-yl)thio)-2-methylpropan-1-ol